FC([C@@H](C)N1N=CC=C1C(=O)N)(F)F |o1:2| 1-((R*)-1,1,1-trifluoropropan-2-yl)-1H-pyrazole-5-carboxamide